COCCOC=1N=CC2=C(N1)CNCC2 (2-methoxyethoxy)-5,6,7,8-tetrahydropyrido[3,4-d]pyrimidine